C(C)(C)(C)OC(=O)N1CC(C=CC1)F 3-fluoro-3,6-dihydro-2H-pyridine-1-carboxylic acid tert-butyl ester